(2R,4R)-6-chloro-N-{3-[3-(4-chloro-3-fluorophenyl)-1,2-oxazol-5-yl]bicyclo[1.1.1]pentan-1-yl}-4-hydroxy-3,4-dihydro-2H-1-benzopyran-2-carboxamide ClC=1C=CC2=C([C@@H](C[C@@H](O2)C(=O)NC23CC(C2)(C3)C3=CC(=NO3)C3=CC(=C(C=C3)Cl)F)O)C1